C(C)(C)(C)C=1C2=C(C(=C(C=3C=4C=CC=C5C=CC=C(C(=CC1)C23)C54)C(C)(C)C)C(C)(C)C)C(C)(C)C tetra-tertiary butyl-perylene